FC1(C(CN(CC1)[C@H](C(=O)NC=1SC2=C(N1)C=C1CCCC1=C2)C)C2=CNC(C=C2)=O)F (2S)-2-(4,4-difluoro-3-(6-oxo-1,6-dihydropyridin-3-yl)piperidin-1-yl)-N-(6,7-dihydro-5H-indeno[5,6-d]thiazol-2-yl)propanamide